5-((diisopropylamino)methyl)-4-(5-fluoro-2-methoxypyridin-4-yl)-2-methylbenzoic acid C(C)(C)N(C(C)C)CC=1C(=CC(=C(C(=O)O)C1)C)C1=CC(=NC=C1F)OC